BrC=1SC2=C(N1)CN(C2)C(=O)[O-] 2-bromo-4,6-dihydro-5H-pyrrolo[3,4-d]thiazole-5-carboxylate